2,2-dimethyl-4,15-dioxo-3-oxa-5,9,14-triazaoctadecan-18-oate CC(C)(OC(NCCCNCCCCNC(CCC(=O)[O-])=O)=O)C